BrC1=CC(=C(C=C1)C=1C(=CC=CC1)S(=O)(=O)NC1=NOC(=C1C)C)COCC 4'-bromo-N-(4,5-dimethylisoxazol-3-yl)-2'-(ethoxymethyl)-[1,1'-biphenyl]-2-sulfonamide